C1CCC2=C(C=3CCCC3C=C12)NC(=O)NS(=O)(=O)C=1SC=CC1 N-((1,2,3,5,6,7-hexahydro-s-indacen-4-yl)carbamoyl)thiophene-2-sulfonamide